C(C)(C)(C)OC(=O)C1C2CC(C(C1C(=O)OC(C)(C)C)C2)OC(=O)C2C1C=CC(C2)C1 5-(5,6-di(tert-butoxycarbonyl)-2-norbornyloxycarbonyl)-bicyclo[2.2.1]hept-2-ene